COC(=O)C1CC(C1)N1C(=NC2=C(C=CC(=C2C1=O)Cl)F)[C@H](C)N (S)-3-(2-(1-aminoethyl)-5-chloro-8-fluoro-4-oxoquinazolin-3(4H)-yl)cyclobutane-1-carboxylic acid methyl ester